ethyl 2-(2-((5-(3-(aminomethyl)phenyl)-7-(1-methyl-1H-pyrazol-4-yl)benzofuran-3-yl)methoxy)phenyl)acetate NCC=1C=C(C=CC1)C=1C=C(C2=C(C(=CO2)COC2=C(C=CC=C2)CC(=O)OCC)C1)C=1C=NN(C1)C